6-ethyl-2,10-dimethylimidazo[1',5':1,2]pyrido[3,4-d]pyrimidin-4(3H)-one C(C)C1=CC2=C(N=C(NC2=O)C)C=2N1C=NC2C